CC=1C=C(C=CC1O)C1=CC=C(C=C1)O 3-methyl-[1,1'-biphenyl]-4,4'-diol